BrC1=CC2=C(N(C(=N2)[C@@H]2CCCC(N2C2=CC(=C(C=C2)F)Cl)=O)C2CCC(CC2)(C)O)C=C1 (S)-6-(5-bromo-1-(cis-4-hydroxy-4-methylcyclohexyl)-1H-benzo[d]imidazol-2-yl)-1-(3-chloro-4-fluorophenyl)piperidin-2-one